ClC=1C=C2C(=NC(=NC2=C(C1C1=CC=CC2=C1N=C(S2)N)F)OCC21CCCN1C[C@@H](C2)F)N2CCNCC(C2)(F)F 4-(6-chloro-4-(6,6-difluoro-1,4-diazepan-1-yl)-8-fluoro-2-(((2R)-2-fluorotetrahydro-1H-pyrrolizin-7a(5H)-yl)-methoxy)quinazolin-7-yl)-benzo[d]thiazol-2-amine